FC(C=1C=CC=2N(N1)C(=CN2)C2=CC(=NC=N2)N2CCNC(CC2)=O)F 1-(6-(6-(Difluoromethyl)imidazo[1,2-b]pyridazin-3-yl)pyrimidin-4-yl)-1,4-diazepan-5-one